(2-amino-1,1'-biphenyl-2-yl)palladium (ii) methanesulfonate CS(=O)(=O)[O-].NC1(C(=CC=CC1)C1=CC=CC=C1)[Pd+]